N[C@H]1CN(CCC1)C(=O)C1=NN(C(=C1)C1=CC=C(C#N)C=C1)C=1C=NC2=CC=CC=C2C1 (R)-4-(3-(3-aminopiperidine-1-carbonyl)-1-(quinolin-3-yl)-1H-pyrazol-5-yl)benzonitrile